C1=C(C=CC2=CC=CC=C12)OC1=CC=CC2=CC=CC=C12 1-(2-naphthoxy)naphthalene